N-(cis-4-(trifluoromethoxy)cyclohexyl)-7H-pyrrolo[2,3-d]pyrimidin-2-amine FC(O[C@H]1CC[C@H](CC1)NC=1N=CC2=C(N1)NC=C2)(F)F